C(N1C=C(C=C(C1=O)[N+](=O)[O-])C=1C=C2C(=NC=NC2=CC1)N1CCN(CC1)C(=O)OC(C)(C)C)([2H])([2H])[2H] tert-butyl 4-(6-(1-(methyl-d3)-5-nitro-6-oxo-1,6-dihydropyridin-3-yl)quinazolin-4-yl)piperazine-1-carboxylate